FC=1C=C2C(=CC=NC2=CC1)NC1C2CN(CC12)C(C(=O)NC1=CC=C(C=C1)OC)C 2-(6-((6-fluoroquinolin-4-yl)amino)-3-azabicyclo[3.1.0]hexane-3-yl)-N-(4-methoxyphenyl)propionamide